C[C@H]1CN(C[C@@H](O1)C=1C(=NNC1)C)C1=NC(=NC=C1)C1=CN=C2N1C=C(N=C2)C(F)(F)F (2S,6S)-2-methyl-6-(3-methyl-1H-pyrazol-4-yl)-4-(2-(6-(trifluoromethyl)imidazo[1,2-a]pyrazin-3-yl)pyrimidin-4-yl)morpholine